1,2,5,6-hexanetetraol C(C(CCC(CO)O)O)O